FC(N1N=CC=C1[C@H](C)N)F (1S)-1-[2-(difluoromethyl)pyrazol-3-yl]Ethylamine